N1=NN=CC=C1 diazazine